C(C)(C)(C)OC(=O)N([C@@H]1C[C@H](N(CC1)CC1=C2C=CN(C2=C(C=C1OC)C)C(=O)OC(C)(C)C)C1=CC=C(C=C1)C(=O)OC)C1CC(C1)(F)F tert-butyl 4-(((2s,4s)-4-((tert-butoxycarbonyl) (3,3-difluorocyclobutyl) amino)-2-(4-(methoxycarbonyl) phenyl) piperidin-1-yl) methyl)-5-methoxy-7-methyl-1H-indole-1-carboxylate